N[C@@H](C(=O)O[C@@H]1C[C@H]2N(CCC3=CC(=C(C=C23)OC)OC)C[C@H]1CC(C)C)C(C)C (2R,3R,11bR)-9,10-dimethoxy-3-(2-methylpropyl)-1H,2H,3H,4H,6H,7H,11bH-pyrido[2,1-a]isoquinolin-2-yl (2R)-2-amino-3-methylbutyrate